ClC=1C=C2C(=CN(C2=CC1)CC1=CC(=CC=C1)OC)C(=O)N1CCN(CC1)C1=NC=CC=N1 (5-chloro-1-(3-methoxybenzyl)-1H-indol-3-yl)(4-(pyrimidin-2-yl)piperazin-1-yl)methanone